C1(=CC=CC=C1)[C@@H]1N(OCC1)C1=CC(=NC=N1)N 6-((R)-3-phenylisooxazolidin-2-yl)pyrimidin-4-amine